C(CC(=O)O)(=O)O.C(=N)N formamidine malonate